ClC1=NSC(=C1Cl)CO 3,4-Dichloro-isothiazole-5-methanol